N-[2-Methoxy-6-[4-(trifluoromethyl)imidazol-1-yl]-3-pyridyl]-5-methyl-3-phenyl-isoxazole-4-carboxamide COC1=NC(=CC=C1NC(=O)C=1C(=NOC1C)C1=CC=CC=C1)N1C=NC(=C1)C(F)(F)F